methyl 2-[1-(4-fluoro-3-methylphenyl)-1H-pyrazol-3-yl]acetate FC1=C(C=C(C=C1)N1N=C(C=C1)CC(=O)OC)C